methyl-(4-hydroxyphenyl) acetate C(C)(=O)OC1=C(C=C(C=C1)O)C